(S)-4-(2-(azetidin-1-ylmethyl)-4-bromophenyl)-2-methylmorpholine N1(CCC1)CC1=C(C=CC(=C1)Br)N1C[C@@H](OCC1)C